1-((1H-pyrazol-5-yl)methyl)-7-chloro-4-(dimethylamino)quinazolin-2(1H)-one N1N=CC=C1CN1C(N=C(C2=CC=C(C=C12)Cl)N(C)C)=O